CC1=CC(=NN1)NC1=NC(=C2C=CC=NC2=C1)CC1CC2CCC(C1)N2CCC#N 3-((3-exo)-3-((7-((5-methyl-1H-pyrazol-3-yl)amino)-1,6-naphthyridin-5-yl)methyl)-8-azabicyclo[3.2.1]oct-8-yl)propionitrile